OC1=CC(N(C(=C1)C)C)=O 4-hydroxy-1,6-dimethylpyridin-2(1H)-one